ClC=1C2=C(C(=NN1)N[C@H]1CN(CCC1)CC(=O)OC(C)(C)C)COC2 tert-butyl (R)-2-(3-((4-chloro-5,7-dihydrofuro[3,4-d]pyridazin-1-yl)amino)piperidin-1-yl)acetate